5-Chloro-2-cyanophenyl 3-deoxy-3-[4-(3,5-difluoro-4-methylphenyl)-1H-1,2,3-triazol-1-yl]-2-O-methyl-1-thio-α-D-galactopyranoside FC=1C=C(C=C(C1C)F)C=1N=NN(C1)[C@@H]1[C@H]([C@@H](SC2=C(C=CC(=C2)Cl)C#N)O[C@@H]([C@@H]1O)CO)OC